C1(=CC=CC=C1)P(O)(O)C1=CC=CC=C1.C(C1=CC=CC=C1)(=O)O.C(CCC)C(C(C)O)C(C)O 3-butyl-2,4-pentanediol benzoate Diphenylphosphonite